C(C)[C@]1(C(OCC=2C(N3CC=4C(=NC=5C=C(C(=CC5C4CN4CCOCC4)C)F)C3=CC21)=O)=O)O (S)-4-ethyl-8-fluoro-4-hydroxy-9-methyl-11-(morpholinometh-yl)-1,12-dihydro-14H-pyrano-[3',4':6,7]indolizino[1,2-b]quinoline-3,14(4H)-dione